C(C)(C)(C)OC(=O)N1CCN(CC1)C(CC1=CC=C(C=C1)C=1C2=C(N=C(N1)N1[C@H](CC1)C)C(CC2)(F)F)=O (S)-4-(2-(4-(7,7-difluoro-2-(2-methylazetidin-1-yl)-6,7-dihydro-5H-cyclopenta[d]pyrimidin-4-yl)phenyl)acetyl)piperazine-1-carboxylic acid tert-butyl ester